carbamic acid carbon [C].C(N)(O)=O